3-(2-(bis(methyl-d3)amino)ethyl-2,2-d2)-1H-indol-4-yl dihydrogen phosphate P(=O)(OC1=C2C(=CNC2=CC=C1)CC([2H])([2H])N(C([2H])([2H])[2H])C([2H])([2H])[2H])(O)O